ClCC(CCl)(C)C 1,3-dichloro-2,2-dimethylpropane